3-[4-Methyl-3-({[5-(trifluoromethyl)pyrazin-2-yl]amino}methyl)-2-azabicyclo[3.1.1]heptan-2-carbonyl]-4-(2H-1,2,3-triazol-2-yl)benzonitril CC1C(N(C2CC1C2)C(=O)C=2C=C(C#N)C=CC2N2N=CC=N2)CNC2=NC=C(N=C2)C(F)(F)F